CC=1C=CC=C2C(=CNC12)F 7-methyl-3-fluoro-1H-indole